1-Chloro-3-methoxy-2-nitro-5-(trifluoromethyl)benzene ClC1=C(C(=CC(=C1)C(F)(F)F)OC)[N+](=O)[O-]